O=C1NC(CCC1N1C(C2=CC=CC(=C2C1)SCCOCCOCC(=O)N1CCC(CC1)C1=CC=C(C(=O)N2CCC(CC2)CCCCNC(\C=C\C=2C=NC=CC2)=O)C=C1)=O)=O (E)-N-(4-(1-(4-(1-(2-(2-(2-((2-(2,6-dioxopiperidin-3-yl)-1-oxoisoindolin-4-yl)thio)ethoxy)ethoxy)acetyl)piperidin-4-yl)benzoyl)piperidin-4-yl)butyl)-3-(pyridin-3-yl)acrylamide